CC1=NC2=C(C(N(C=3C(=NC=CC23)NC(=O)C2CC2)C)C)N1C N-(2,3,4,5-tetramethyl-4,5-dihydro-3H-imidazo[4,5-c][1,7]naphthyridin-6-yl)cyclopropanecarboxamide